chlorandione [ClH](=O)=O